O-phosphothreonine C[C@H]([C@@H](C(=O)O)N)OP(=O)(O)O